5-chloro-2-(4-pyridinyl)-4-[(3R)-3-(trifluoromethyl)piperazin-1-yl]-1H-pyrimidin-6-one ClC1=C(N=C(NC1=O)C1=CC=NC=C1)N1C[C@@H](NCC1)C(F)(F)F